C[C@@H]1CN(C[C@H]2N1CC1=CC(=CC=C21)N2CC1(C2)CN(C1)C)C1=CC(N(C2=NC=CC=C12)C)=O 4-[(4R,10bS)-4-methyl-8-(6-methyl-2,6-diazaspiro[3.3]heptan-2-yl)-3,4,6,10b-tetrahydro-1H-pyrazino[2,1-a]isoindol-2-yl]-1-methyl-1,8-naphthyridin-2-one